3-(4-(3-amino-3-methylazetidin-1-yl)-2,6-difluorophenyl)piperidine-2,6-dione NC1(CN(C1)C1=CC(=C(C(=C1)F)C1C(NC(CC1)=O)=O)F)C